ClC1=NC(=CC(=C1)C=1C=NN(C1)C1=C(C=C(C=C1)[N+](=O)[O-])F)C(F)F 2-chloro-6-(difluoromethyl)-4-(1-(2-fluoro-4-nitrophenyl)-1H-pyrazol-4-yl)pyridine